C(C=C)[C@]1([C@H](CCC1)S(=O)[O-])C.[Na+] Sodium (1S,2S)-2-allyl-2-methylcyclopentane-1-sulfinate